5-[3-(1H-pyrazol-4-yl)imidazo[1,2-a]pyrimidin-2-yl]-3-(trifluoromethyl)-1H-1,2,4-triazole N1N=CC(=C1)C1=C(N=C2N1C=CC=N2)C2=NC(=NN2)C(F)(F)F